boc-D-glutamic acid 5-benzyl ester C(C1=CC=CC=C1)OC(CC[C@@H](NC(=O)OC(C)(C)C)C(=O)O)=O